6-((6r,9r)-N-tert-butyloxycarbonyl-1-oxa-4-azaspiro[5.5]undec-9-yl)formamido-4-((S)-2-(2-cyano-4,4-difluoropyrrolidin-1-yl)-2-oxoethyl)carbamoylquinoline C(C)(C)(C)OC(=O)N1CCOC2(C1)CCC(CC2)C(=O)NC=2C=C1C(=CC=NC1=CC2)C(NCC(=O)N2[C@@H](CC(C2)(F)F)C#N)=O